4,5-bis(carbazol-9-yl)-1,2-dicyanobenzene C1=CC=CC=2C3=CC=CC=C3N(C12)C1=CC(=C(C=C1N1C2=CC=CC=C2C=2C=CC=CC12)C#N)C#N